[Si](C1=CC=CC=C1)(C1=CC=CC=C1)(C(C)(C)C)O[C@H]1C[C@@H](N(C1)C(=O)OC(C)(C)C)COC1=C(C(=CC(=C1)C)O)C(=O)OC tert-Butyl (2R,4S)-4-((tert-Butyldiphenylsilyl)oxy)-2-((3-hydroxy-2-(methoxycarbonyl)-5-methylphenoxy)methyl)pyrrolidin-1-carboxylate